C(#N)C=1C=C(C=CC1OC)C1CCC(CC1)CN(C(=O)C1CCC(CC1)O)C1=NC=CC(=C1)C=1C=NN(C1)C(C)C N-((4-(3-Cyano-4-methoxyphenyl)cyclohexyl)methyl)-4-hydroxy-N-(4-(1-isopropyl-1H-pyrazol-4-yl)pyridin-2-yl)cyclohexanecarboxamide